ClC=1C=C(C=CC1F)C1=NN=C(S1)CSC1=CC(=C(OC(C(=O)OCC)C)C=C1)C ethyl 2-(4-(((5-(3-chloro-4-fluorophenyl)-1,3,4-thiadiazol-2-yl)methyl)thio)-2-methylphenoxy)propanoate